CC(C)O Propane-2-ol